mono-p-methylbenzenesulfonate CC1=CC=C(C=C1)S(=O)(=O)[O-]